5-methyl-2-isopropyl-cyclohexyl alcohol CC1CCC(C(C1)O)C(C)C